C(C)N1C2=CC=C(C=C2C=2C=C(C=CC12)C(C1=CC=C(C=C1)OCC(C(F)F)(F)F)=O)C(C1=CC=C(C=C1)OCC(C(F)F)(F)F)=O 9-ethyl-3,6-bis(4-(2,2,3,3-tetrafluoropropoxy)benzoyl)carbazole